3-[5-chloro-2-(3-morpholin-4-ylphenylamino)-pyrimidin-4-ylamino]Thiophene-2-carboxylic acid methyl ester COC(=O)C=1SC=CC1NC1=NC(=NC=C1Cl)NC1=CC(=CC=C1)N1CCOCC1